ClC=1C=C(C=C2C(=C(C=NC12)C#N)NC1=CC(=C(C=C1)F)Cl)N[C@@H](C=1N=CSC1)C=1N=NN(C1)CCCN(C)C (S)-8-chloro-4-((3-chloro-4-fluorophenyl)amino)-6-(((1-(3-(dimethylamino)propyl)-1H-1,2,3-triazol-4-yl)(thiazol-4-yl)methyl)amino)quinoline-3-carbonitrile